2-(2,4,5-trichlorophenoxy)ethanol ClC1=C(OCCO)C=C(C(=C1)Cl)Cl